OC(C(=O)NC1(CC1)C1=C(OC2=C1C=C(C=C2)OCC=2C(=NC=CC2)C(F)(F)F)C)(C)C 2-hydroxy-2-methyl-N-[1-(2-methyl-5-{[2-(trifluoromethyl)pyridin-3-yl]methoxy}-1-benzofuran-3-yl)cyclopropyl]propanamide